(E)-2-(1-(4-(4-((2-(2-fluoro-4-(trifluoromethyl)styryl)oxazol-4-yl)methoxy)phenyl)butyl)-1H-1,2,3-triazol-4-yl)ethyl (2-methoxyethyl)carbamate COCCNC(OCCC=1N=NN(C1)CCCCC1=CC=C(C=C1)OCC=1N=C(OC1)\C=C\C1=C(C=C(C=C1)C(F)(F)F)F)=O